5-{[5-(3-{[(1R,3R)-3-aminocyclopentyl]oxy}-5-methoxypyridin-4-yl)-1H-pyrazol-3-yl]amino}pyrazine-2-carbonitrile N[C@H]1C[C@@H](CC1)OC=1C=NC=C(C1C1=CC(=NN1)NC=1N=CC(=NC1)C#N)OC